CC(C(=O)OCC(C)(C1=CC(=CC=C1)Cl)NC(NC1=C(C=CC=C1CNC(=O)N1CCC1)N)=S)(C)C 2-{[(2-amino-6-{[(azetidine-1-carbonyl)amino]methyl}phenyl)carbamothioyl]amino}-2-(3-chlorophenyl)propyl 2,2-dimethylpropanoate